BrC1=CC(=C(C=N1)S(=O)C1=CC(N(C2=CC=CC(=C12)C)C)=O)C 4-[(6-bromo-4-methyl-3-pyridyl)sulfinyl]-1,5-dimethyl-quinolin-2-one